C1(=CC=CC=C1)N1C2=CC=CC=C2C=2C=C(C=CC12)C=1C=CC=2N(C3=CC=C(C=C3C2C1)C=1C=CC=2N(C3=CC=CC=C3C2C1)C1=CC=CC=C1)C1=CC=CC=C1 3,6-Bis(N-phenylcarbazol-3-yl)-N-phenylcarbazole